CC(CCOC(C=CC1=CC=CC=C1)=O)CCC1=CC=CC=C1 3-Methyl-5-phenylpentylcinnamat